C(C)(C)(C)OC(=O)N1CCN(CC1)C1CCN(CC1)C1=NC(=C(C=C1)Br)C(F)F 4-[1-[5-bromo-6-(difluoromethyl)-2-pyridyl]-4-piperidyl]piperazine-1-carboxylic acid tert-butyl ester